(3S)-3-[5-[4-[[1-[4-[(1R,2S)-4,4-difluoro-6-hydroxy-2-[4-(trifluoromethyl)phenyl]tetralin-1-yl]phenyl]-4-piperidyl]methyl]piperazin-1-yl]-1-oxo-isoindolin-2-yl]piperidine-2,6-dione FC1(C[C@@H]([C@@H](C2=CC=C(C=C12)O)C1=CC=C(C=C1)N1CCC(CC1)CN1CCN(CC1)C=1C=C2CN(C(C2=CC1)=O)[C@@H]1C(NC(CC1)=O)=O)C1=CC=C(C=C1)C(F)(F)F)F